C(C)(C)(C)NS(=O)(=O)C1=CC(=CC=C1)C(=O)N1CC2(C3=CC(=CC=C13)NS(=O)(=O)C)CC(CC2)C N-(tert-butyl)-3-(3-methyl-5'-(methylsulfonamido)spiro[cyclopentane-1,3'-indoline]-1'-carbonyl)benzenesulfonamide